tert-butyl 4-[3-[(2,6-dioxo-3-piperidyl)amino]phenyl]piperidine-1-carboxylate O=C1NC(CCC1NC=1C=C(C=CC1)C1CCN(CC1)C(=O)OC(C)(C)C)=O